4-(2-chloro-4-(trifluoromethyl)benzyl)-N-hydroxy-3-oxo-3,4-dihydro-2H-benzo[b][1,4]oxazine-6-carboxamide ClC1=C(CN2C3=C(OCC2=O)C=CC(=C3)C(=O)NO)C=CC(=C1)C(F)(F)F